COC1=CC=C(C=C1)CN1C(N(CCC1=O)C1=CN=C2N1C=CC(=C2)C=2CCN(CC2)C(=O)OC(C)(C)C)=O tert-butyl 4-[3-[3-[(4-methoxyphenyl)methyl]-2,4-dioxo-hexahydropyrimidin-1-yl]imidazo[1,2-a]pyridin-7-yl]-3,6-dihydro-2H-pyridine-1-carboxylate